NC=1C(=CC(=C(C1)B(O)O)Cl)Cl (5-amino-2,4-dichloro-phenyl)boronic acid